ClC=1C(=C2CCCC3(C2=CC1)CNC1=C(OC3)C=CC(=C1)C(=O)[O-])F 6'-chloro-5'-fluoro-3',4,4',5-tetrahydro-2H,2'H-spiro[benzo[b][1,4]oxazepine-3,1'-naphthalene]-7-carboxylate